9,10-difluoro-6-(((2-(2-methoxypyridin-4-yl)ethyl)((S)-1-(6-nitropyridin-3-yl)piperidin-3-yl)amino)methyl)-3-methyl-2H-[1,4]oxazino[2,3,4-ij]quinolin-7(3H)-one FC=1C=C2C(C(=CN3C2=C(C1F)OCC3C)CN([C@@H]3CN(CCC3)C=3C=NC(=CC3)[N+](=O)[O-])CCC3=CC(=NC=C3)OC)=O